(R or S)-N-(3-(ethoxymethyl)-3-(4-fluorophenethyl)-pyrrolidin-1-yl)pyridin-3-amine C(C)OC[C@]1(CN(CC1)NC=1C=NC=CC1)CCC1=CC=C(C=C1)F |o1:4|